6-Chloro-N4-(2,4-dimethoxybenzyl)-N3-methyl-pyridazine-3,4-diamine ClC1=CC(=C(N=N1)NC)NCC1=C(C=C(C=C1)OC)OC